NC1=NC=2C=C(C(=CC2C2=C1C=NN2C)C(=O)N(CC2=NC=C(C=C2)C#CC(C)(C)O)C2CC2)Cl 4-amino-7-chloro-N-cyclopropyl-N-((5-(3-hydroxy-3-methylbut-1-yn-1-yl)pyridin-2-yl)methyl)-1-methyl-1H-pyrazolo[4,3-c]quinoline-8-carboxamide